2-(4-(6-isopropoxy-1-oxo-5-(pyrazolo[1,5-a]pyrimidine-3-carboxamido)isoindolin-2-yl)piperidin-1-yl)acetic acid C(C)(C)OC1=C(C=C2CN(C(C2=C1)=O)C1CCN(CC1)CC(=O)O)NC(=O)C=1C=NN2C1N=CC=C2